CC=1N=C2N(N=C(C=C2C)C=2C=C3C=NN(C(C3=CC2)=O)C2CNCC2)C1 6-{2,8-dimethylimidazo[1,2-b]pyridazin-6-yl}-2-(pyrrolidin-3-yl)phthalazin-1-one